OCC1(CCC1)NC=1C2=C(N=CN1)CCS2=O 4-((1-(hydroxymethyl)cyclobutyl)amino)-6,7-dihydrothieno[3,2-d]pyrimidine 5-oxide